ClC=1SC(=C(N1)/C(/C(=O)Cl)=N/OC)NC(=O)C 2-(2-chloroacetaminothiazol-4-yl)-2-Z-methoxyiminoacetyl chloride